1-(4-(1,2,3,4-tetrahydroquinolin-6-yl)piperazin-1-yl)ethan-1-one N1CCCC2=CC(=CC=C12)N1CCN(CC1)C(C)=O